6H-pyrrolo[3,4-d]Pyrimidine-6-carboxylic acid benzyl ester C(C1=CC=CC=C1)OC(=O)N1C=C2N=CN=CC2=C1